NCCCCC(C(=O)OC(C)(C)C)NC(=O)N[C@@H](CCC(=O)OC(C)(C)C)C(=O)OC(C)(C)C Di-tert-butyl ((6-amino-1-(tert-butoxy)-1-oxohexan-2-yl)carbamoyl)glutamate